CC1(C(NCCC1)=O)C(=O)O 3-methyl-2-oxopiperidine-3-carboxylic acid